2-((S)-1-(4-fluorophenyl)-3,4-dihydroisoquinolin-2(1H)-yl)-7-methyl-1-oxa-3,7-diazaspiro[4.4]non-2-ene FC1=CC=C(C=C1)[C@@H]1N(CCC2=CC=CC=C12)C=1OC2(CN1)CN(CC2)C